tert-butoxycarbonylaminoethyl methacrylate C(C(=C)C)(=O)OCCNC(=O)OC(C)(C)C